CC1=C(C(=CC=C1CC(C)C)C)O 2,6-dimethyl-3-isobutylphenol